5-Ethyl-5-methyl-3-(methylthio)-4,5-dihydroisoxazole C(C)C1(CC(=NO1)SC)C